C(C)(C)(C)OC(=O)N1CCC(=CC1(C)C)C=1N=NC(=CC1)N 4-(6-aminopyridazin-3-yl)-6,6-dimethyl-3,6-dihydropyridine-1(2H)-carboxylic acid tert-butyl ester